NC1=NC(N(C=C1F)[C@@H]1S[C@@]([C@H](C1)O)(CO)C#C)=O 4-amino-1-((2R,4S,5R)-5-ethynyl-4-hydroxy-5-(hydroxymethyl)tetrahydrothiophen-2-yl)-5-fluoropyrimidin-2(1H)-one